C(C1=CC=CC=C1)[C@@H](CO)NC(OCCCC)=O butyl N-[(1S)-1-benzyl-2-hydroxy-ethyl]carbamate